FC(C(C(F)(F)F)(F)F)([Si](OC(C(F)(F)F)(F)F)(OC(C(F)(F)F)(F)F)OC(C(F)(F)F)(F)F)F perfluoropropyltri(ethyloxy)silane